(S)-(-)-1-(isopropylamino)-3-(naphthalen-1-yloxy)propan-2-ol C(C)(C)NC[C@@H](COC1=CC=CC2=CC=CC=C12)O